C(CCC)SNCCC1=CC(=CC(=C1)OC)OC butylthio-3,5-dimethoxyphenethylamine